COC=1C=C2C(=CC=NC2=CC1OC)N1CCN(CC1)C1(CC1)CN (1-(4-(6,7-dimethoxyquinolin-4-yl)piperazin-1-yl)cyclopropyl)methanamine